6,10-dimethyl-5,9-undecanedien-2-one CC(=CCCC(C)=O)CCC=C(C)C